1,3-dihydroxy-2-propenyl caprylate C(CCCCCCC)(=O)OC(C=CO)O